N-((7-(5-(difluoromethyl)-1,3,4-oxadiazol-2-yl)imidazo[1,2-a]pyridin-2-yl)methyl)-6-methyl-N-phenyl-2,6-diazaspiro[3.3]heptan-2-carboxamide FC(C1=NN=C(O1)C1=CC=2N(C=C1)C=C(N2)CN(C(=O)N2CC1(C2)CN(C1)C)C1=CC=CC=C1)F